1-(3-hydroxypropyl)-1,4-dihydroquinoxaline-2,3-dione OCCCN1C(C(NC2=CC=CC=C12)=O)=O